FC(COC=1C(=NC=C(C1)F)OC1=C(C=C2C(=N1)N(C(=N2)C(=O)NC2(CCS(CC2)(=O)=O)C)C)F)(C)F 5-[[3-(2,2-difluoropropoxy)-5-fluoro-2-pyridyl]oxy]-6-fluoro-3-methyl-N-(4-methyl-1,1-dioxo-thian-4-yl)imidazo[4,5-b]pyridine-2-carboxamide